(2S,4R)-1-{2-[3-(2,2-diethoxyethoxy)-1,2-oxazol-5-yl]-3-methylbutanoyl}-4-hydroxy-N-[(1S)-1-[4-(4-methyl-1,3-thiazol-5-yl)phenyl]ethyl]pyrrolidine-2-carboxamide C(C)OC(COC1=NOC(=C1)C(C(=O)N1[C@@H](C[C@H](C1)O)C(=O)N[C@@H](C)C1=CC=C(C=C1)C1=C(N=CS1)C)C(C)C)OCC